(R)-3-(1-((6-bromo-7-methoxy-2-methylquinazolin-4-yl)amino)ethyl)-2-methylbenzonitrile BrC=1C=C2C(=NC(=NC2=CC1OC)C)N[C@H](C)C=1C(=C(C#N)C=CC1)C